5,6-dihydroisoquinolino[3,2-a]isoquinolin-7-ium C1=CC=CC=2CC[N+]3=C(C12)C=C1C=CC=CC1=C3